N-(3,4-difluorophenyl)-6-(2-hydroxy-2-methylpropyl)-2,3,6-trimethyl-4-oxo-2,4,5,6,7,8-hexahydropyrrolo[3,4-c]azepine-1-carboxamide FC=1C=C(C=CC1F)NC(=O)C=1N(C(=C2C(NC(CCC21)(C)CC(C)(C)O)=O)C)C